CC=1C(=C2C(N(C(C2=CC1)=O)C1C(NC(CC1)=O)=O)=O)NCCO methyl-2-(2,6-dioxopiperidin-3-yl)-4-((2-hydroxyethyl)amino)isoindoline-1,3-dione